C1C=CNC(=O)N1 DIHYDROPYRIMIDINONE